OCC(CO)NC1=NC=C(C(=N1)N1C=C(C=C1)C(=O)NC(CO)C1=CC=CC=C1)C 1-(2-((1,3-dihydroxy-propan-2-yl)amino)-5-methyl-pyrimidin-4-yl)-N-(2-hydroxy-1-phenylethyl)-1H-pyrrole-3-carboxamide